2-(1-((1r,4r)-4-(cyanomethyl)cyclohexyl)-7-methyl-1,6-dihydroimidazo[4,5-d]Pyrrolo[2,3-b]Pyridin-2-yl)-N-(2-hydroxy-2-methylpropyl)acetamide C(#N)CC1CCC(CC1)N1C(=NC=2C1=C1C(=NC2)NC(=C1)C)CC(=O)NCC(C)(C)O